SCSC(CSCC(SCS)SCS)SCS 1,1,5,5-tetrakis(mercaptomethylthio)-3-thiapentane